3-((S)-2-aminopropoxy)-1-(4-(5-cyclopropylpyrimidin-2-yl)piperazin-1-yl)butanone N[C@H](COC(C(CN1CCN(CC1)C1=NC=C(C=N1)C1CC1)=O)C)C